1,1,2,2-tetrafluoroethanesulfonic acid FC(C(F)F)(S(=O)(=O)O)F